CN(C/C=C/C(=O)N1CC2=C(C3=C(N=CN=C3NC3=CC(=C(C=C3)OC3=CC=CC=C3)OC)S2)CC1)C (E)-4-(dimethylamino)-1-(4-((3-methoxy-4-phenoxyphenyl)amino)-5,8-dihydropyrido[4',3':4,5]thieno[2,3-d]pyrimidin-7(6H)-yl)but-2-en-1-one